1-(2-(tert-butyldimethylsilyloxy)ethyl)-3-(hydroxymethyl)pyridin-2(1H)-one [Si](C)(C)(C(C)(C)C)OCCN1C(C(=CC=C1)CO)=O